3-(2-(benzyloxy)ethoxy)-N-(4-bromo-2-methylphenyl)pyridinecarboxamide C(C1=CC=CC=C1)OCCOC=1C(=NC=CC1)C(=O)NC1=C(C=C(C=C1)Br)C